BrC=1C=C2C=CN(C(C2=CC1OC)=O)C 6-bromo-7-methoxy-2-methylisoquinolin-1(2H)-one